C(#N)C=1C=CC(=C(C1)C1=CC(=NC=C1C(=O)NC=1SC2=C(N1)CN(C2)S(=O)(=O)[C@H]2COCCC2)C)OC |r| (Racemic)-4-(5-Cyano-2-methoxyphenyl)-6-methyl-N-(5-((tetrahydro-2H-pyran-3-yl)sulfonyl)-5,6-dihydro-4H-pyrrolo[3,4-d]thiazol-2-yl)nicotinamide